methyl-alpha-(2-pyridyldithio)toluene CC(C1=CC=CC=C1)SSC1=NC=CC=C1